CN1N=CC(=C1)C1=C2C(=NC=C1)NC=C2C=2C=C1C(=NC=NC1=CC2)NC2CCN(CC2)C 6-(4-(1-methyl-1H-pyrazol-4-yl)-1H-pyrrolo[2,3-b]pyridin-3-yl)-N-(1-methylpiperidin-4-yl)quinazolin-4-amine